C(C)(C)(C)OC(=O)N1CC(NCC1)C=1C=C2C=NN(C2=CC1C)C1OCCCC1 3-(6-methyl-1-tetrahydropyran-2-yl-indazol-5-yl)piperazine-1-carboxylic acid tert-butyl ester